(5R,5'S)-5,5'-(((((3,3'-dichloro-[4,4'-bipyridine]-2,2'-diyl)bis(1-methyl-1H-indole-6,3-diyl))bis(methylene))bis(azanediyl))bis(methylene))bis(pyrrolidin-2-one) ClC=1C(=NC=CC1C1=C(C(=NC=C1)C1=CC=C2C(=CN(C2=C1)C)CNC[C@@H]1CCC(N1)=O)Cl)C1=CC=C2C(=CN(C2=C1)C)CNC[C@H]1CCC(N1)=O